C(C)(C)P(C(C)C)CC1=CC(=CC=C1)CP(C(C)C)C(C)C 1,3-bis(diisopropylphosphinomethyl)benzene